COC1=C2CN(C(NC2=CC=C1)=O)C 5-methoxy-3-methyl-1,4-dihydroquinazolin-2-one